N-(3,5-diisopropyl-[1,1'-biphenyl]-4-yl)-3-iodobenzamide C(C)(C)C=1C=C(C=C(C1NC(C1=CC(=CC=C1)I)=O)C(C)C)C1=CC=CC=C1